6-(3-(1,3-dimethyl-1H-pyrazol-4-yl)-7,8-dihydro-1,6-naphthyridin-6(5H)-yl)-N-(2-hydroxy-2-methylpropyl)-5-methylnicotinamide CN1N=C(C(=C1)C=1C=NC=2CCN(CC2C1)C1=NC=C(C(=O)NCC(C)(C)O)C=C1C)C